C[C@]1(CN(CCC1=O)C(=O)OC(C)(C)C)C(=O)OCC |r| (+/-)-1-tert-Butyl 3-Ethyl 3-Methyl-4-oxopiperidine-1,3-dicarboxylate